(1R,5S,6s)-6-(3-(trifluoromethoxy)phenyl)-3-azabicyclo[3.1.0]hexane hydrochloride Cl.FC(OC=1C=C(C=CC1)C1[C@@H]2CNC[C@H]12)(F)F